Cyano(hydroxy imino)ethyl acetate C(C)(=O)OCC(=NO)C#N